C1(CC1)COC1=CC=C(C=C1)C1=C(N=C2N(C1=O)C=CC(=C2)OC)C(F)(F)F 3-(4-(cyclopropylmethoxy)phenyl)-8-methoxy-2-(trifluoromethyl)-4H-pyrido[1,2-a]pyrimidin-4-one